N=1C=C(N2C1C=CC=C2)C2=CC(=NC=N2)NCC=2C=NC(=CC2)N2C[C@H](CC2)OC 6-{imidazo[1,2-a]pyridin-3-yl}-N-({6-[(3S)-3-methoxypyrrolidin-1-yl]pyridin-3-yl}methyl)pyrimidin-4-amine